C(C)OC(=O)C=1OC2=C(C1C)C=C(C=C2)S(N(CCC2=CC=CC=C2)C2=C(C=CC=C2)N2CCN(CC2)C2=CC=C(C=C2)C#N)(=O)=O 5-(N-(2-(4-(4-cyanophenyl)piperazin-1-yl)phenyl)-N-phenethylsulfamoyl)-3-methylbenzofuran-2-carboxylic acid ethyl ester